2-(4-(1-amino-2-hydroxyethyl)-2-fluorophenyl)-N-(3-(4-fluoropiperidin-1-yl)propyl)benzo[d]imidazo[2,1-b]thiazole-7-carboxamide NC(CO)C1=CC(=C(C=C1)C=1N=C2SC3=C(N2C1)C=CC(=C3)C(=O)NCCCN3CCC(CC3)F)F